S(N)(=O)(=O)N1CCC1 1-sulfamoylazetidin